8-fluorooctanoic acid FCCCCCCCC(=O)O